N-(7-methoxy-1-methylindol-2-ylidene)-4-methylbenzenesulfonamide COC=1C=CC=C2CC(N(C12)C)=NS(=O)(=O)C1=CC=C(C=C1)C